(2S)-2-({5-[(1S)-1-[(5-chloro-2-methylpyridin-3-yl)amino]ethyl]thiophen-2-yl}formamido)-3-cyclopentyl-N-[(1r,3r)-3-fluorocyclobutyl]propanamide ClC=1C=C(C(=NC1)C)N[C@@H](C)C1=CC=C(S1)C(=O)N[C@H](C(=O)NC1CC(C1)F)CC1CCCC1